(2R,3S,4S,5R)-4-fluoro-5-(hydroxymethyl)-2-(2-isobutyramido-6-oxo-1,6-dihydro-9H-purin-9-yl)tetrahydrofuran-3-yl phosphonate P(O[C@H]1[C@@H](O[C@@H]([C@@H]1F)CO)N1C=2N=C(NC(C2N=C1)=O)NC(C(C)C)=O)([O-])=O